CCCCCCCCC/C=C\CCCCCCCC(=O)O[C@H](COC(=O)CC/C=C\C/C=C\C/C=C\C/C=C\C/C=C\C/C=C\CC)COP(=O)([O-])OCC[N+](C)(C)C 1-(4Z,7Z,10Z,13Z,16Z,19Z-docosahexaenoyl)-2-(9Z-nonadecenoyl)-glycero-3-phosphocholine